{6-But-3-yn-1-yl [({[(Z)-(1-methyl-1H-tetrazol-5-yl) (phenyl) methylidene] amino} oxy) methyl] pyridin-2-yl} carbamate C(N)(OC1=NC(=CC=C1CO\N=C(\C1=CC=CC=C1)/C1=NN=NN1C)CCC#C)=O